tert-butyl 3-((4-((3-chloro-2-fluorophenyl)(3,4-dimethoxybenzyl)amino)-7-methoxyquinazolin-6-yl)thio)azetidine-1-carboxylate ClC=1C(=C(C=CC1)N(C1=NC=NC2=CC(=C(C=C12)SC1CN(C1)C(=O)OC(C)(C)C)OC)CC1=CC(=C(C=C1)OC)OC)F